C(C1=CC=CC=C1)N1CC(C1)CNC(=O)N1CC(C2=NC(=CC=C21)C)(C)C N-((1-benzylazetidin-3-yl)methyl)-3,3,5-trimethyl-2,3-dihydro-1H-pyrrolo[3,2-b]pyridine-1-carboxamide